normal butyldimethylammonium C(CCC)[NH+](C)C